tert-butyl (2'-(4,4-difluorocyclohexyl)-3,5-difluoro-[2,4'-bipyridin]-3'-yl)carbamate FC1(CCC(CC1)C1=NC=CC(=C1NC(OC(C)(C)C)=O)C1=NC=C(C=C1F)F)F